C1(CCC1)CN1N=CC(=C1)NC(=O)C1=NC(=CC=C1)C1=CC=NN1C N-[1-(cyclobutylmethyl)-1H-pyrazol-4-yl]-6-(1-methyl-1H-pyrazol-5-yl)pyridine-2-carboxamide